3-heptadecen-1-ol C(CC=CCCCCCCCCCCCCC)O